NC=1C=C(C=C(C1)C(F)(F)F)[C@@H](C)NC1=NC(=NC2=C3C(=C(C=C12)C1CCC(CC1)O)CCC3)C (R)-4-(4-((1-(3-amino-5-(trifluoromethyl)phenyl)ethyl)amino)-2-methyl-8,9-dihydro-7H-cyclopenta[h]quinazolin-6-yl)cyclohexan-1-ol